5'-hydroxyspiro[cyclobutane-1,3'-indolin]-2'-one OC=1C=C2C3(C(NC2=CC1)=O)CCC3